BrC=1C(N(C=C(N1)Br)CC1=CC=C(C=C1)F)=O 3,5-dibromo-1-(4-fluorobenzyl)pyrazin-2(1H)-one